5-chloro-2-[[(2S,4S)-2,4-dimethyl-1-piperidyl]methyl]-1H-indole-6-carbonitrile ClC=1C=C2C=C(NC2=CC1C#N)CN1[C@H](C[C@H](CC1)C)C